CC(C(=O)O)(CCCCCCCCCC)C dimethyl-lauric acid